CN1N=C(C(=C1C)CCOC1=C(C=CC(=C1F)F)C=1C=CC=2N(C1)C(=CN2)CN(C(OC(C)(C)C)=O)C)C(C(C)(C)C)=O tert-butyl ((6-(2-(2-(1,5-dimethyl-3-pivaloyl-1H-pyrazol-4-yl)ethoxy)-3,4-difluorophenyl)imidazo[1,2-a]pyridin-3-yl)methyl)(methyl)carbamate